ClC=1C(=NC=CC1C1=NC(=C(C=C1)CNCC1CCC(N1)=O)OC)C1=C(C(=CC=C1)NC1=C(C(=CC=C1)CNCCCO)F)Cl 5-((((3'-chloro-2'-(2-chloro-3-((2-fluoro-3-(((3-hydroxypropyl)amino)methyl)phenyl)amino)phenyl)-6-methoxy-[2,4'-bipyridin]-5-yl)methyl)amino)methyl)pyrrolidin-2-one